CC1=C(C=CC=C1)CC#N (2-methylphenyl)-acetonitrile